1-(2-fluoro-6-methyl-benzoyl)-2-[4-[(1-methyl-4-piperidyl)amino]phenyl]-2,3,4,4a,5,6,7,7a-octahydrocyclopenta[b]pyridine-3-carboxylic acid FC1=C(C(=O)N2C3C(CC(C2C2=CC=C(C=C2)NC2CCN(CC2)C)C(=O)O)CCC3)C(=CC=C1)C